1-(Pyridin-3-yl)-3-(1-(4-(4,4,4-trifluorobutoxy)pyridin-2-yl)piperidin-4-yl)thiourea N1=CC(=CC=C1)NC(=S)NC1CCN(CC1)C1=NC=CC(=C1)OCCCC(F)(F)F